(5-Nitrofuran-2-yl)methyl-5-fluoro-2,4-dioxo-3,4-dihydropyrimidine [N+](=O)([O-])C1=CC=C(O1)CN1C(NC=C(C1=O)F)=O